isopropyl (R)-2-amino-4,4-dimethyl-2-(4-(2-methyl-2H-tetrazol-5-yl)phenyl)pentanoate N[C@](C(=O)OC(C)C)(CC(C)(C)C)C1=CC=C(C=C1)C=1N=NN(N1)C